[C@@H]1([C@H](O)[C@H](O)[C@@H](O)[C@@H](O1)C)OC[C@@H]1[C@H]([C@@H]([C@H]([C@H](O)O1)O)O)O 6-O-(6-deoxy-alpha-L-mannopyranosyl)-β-D-glucopyranose